2-((3,5-difluorophenyl)amino)-6,8-dimethylquinazoline-4(3H)-One FC=1C=C(C=C(C1)F)NC1=NC2=C(C=C(C=C2C(N1)=O)C)C